NC1=C(C=2C(=NC(=C(N2)C)N2C[C@@H](CCC2)O)N1C1=C(C(=CC=C1C)O)C)C(=O)N1CC=2N(CC1)N=CC2 (R)-(6-amino-5-(3-hydroxy-2,6-dimethylphenyl)-3-(3-hydroxypiperidin-1-yl)-2-methyl-5H-pyrrolo[2,3-b]pyrazin-7-yl)(6,7-dihydropyrazolo[1,5-a]pyrazin-5(4H)-yl)methanone